9-(hydroxymethyl)-9H-fluorene OCC1C2=CC=CC=C2C=2C=CC=CC12